3-(Cyclooct-1,3,5,7-tetraen-1-yl)acrylic acid C1(=CC=CC=CC=C1)C=CC(=O)O